C(C)(C)(C)OC(=O)N1CCN(CC1)C1=CC(=C(C=C1)F)N1C(NC(CC1)=O)=O.S(N)(=O)(=O)C1=CC=C(C=C1)NCSNC(CCCCCCCCCCCCCCC)=O N-(4-sulfamoylphenylaminomethylthio)palmitamide tert-Butyl-4-(3-(2,4-dioxotetrahydropyrimidin-1(2H)-yl)-4-fluorophenyl)piperazine-1-carboxylate